FC=1C=C2C(=C(/C(/C2=CC1)=C/C1=CC=C(C=C1)OC1=CC=C(C=C1)F)C)CC(=O)NCCO 2-[(1Z)-5-fluoro-1-{[4-(4-fluorophenoxy)phenyl]methylene}-2-methyl-1H-inden-3-yl]-N-(2-hydroxyethyl)acetamide